tert-butyl (5-(2-(2-(benzyloxy)ethoxy)ethoxy)pentyl)carbamate C(C1=CC=CC=C1)OCCOCCOCCCCCNC(OC(C)(C)C)=O